methyl (1S,2S)-2-(((6-(5-(hydroxymethyl)-1-methyl-1H-1,2,3-triazol-4-yl)-2-methylpyridin-3-yl)oxy)methyl)cyclohexane-1-carboxylate OCC1=C(N=NN1C)C1=CC=C(C(=N1)C)OC[C@@H]1[C@H](CCCC1)C(=O)OC